2-isopropyl-8,9-dimethyl-7-(3-(6-methylpyridin-3-yl)-7,8-dihydro-1,6-naphthyridin-6(5H)-yl)-4H-pyrimido[1,2-b]pyridazin-4-one C(C)(C)C=1N=C2N(N=C(C(=C2C)C)N2CC=3C=C(C=NC3CC2)C=2C=NC(=CC2)C)C(C1)=O